5-oxospiro[3.3]heptane-2-carboxylic acid O=C1C2(CC(C2)C(=O)O)CC1